O1CC(C1)N1CCC(CC1)C=1N=NNC1C(=O)OCC ethyl 4-(1-(oxetan-3-yl) piperidin-4-yl)-1H-1,2,3-triazole-5-carboxylate